C1=CC=CC=2OC=3C=C(C=C4OC=5C=CC=CC5B(C34)C12)C1=CC=C(C=C1)N1C2=CC=CC=C2C=2C=CC=CC12 9-(4-(5,9-dioxa-13b-boranaphtho[3,2,1-de]anthracen-7-yl)phenyl)-9H-carbazole